C[C@H]1CCCN1 (S)-(+)-2-methylpyrrolidine